N1=NC(C2=C1C=NC=N2)=O Pyrazolo-pyrimidinone